NC1=NOC2=NC(=CC(=C21)CC2=CC=C(C=C2)NC(=O)NC=2C=C(C=CC2)C)C 1-(4-((3-amino-6-methylisoxazolo[5,4-b]pyridin-4-yl)methyl)phenyl)-3-(m-tolyl)urea